2-phenyl-1-(4-(((2S,3R,4R,5S)-3,4,5-trihydroxy-2-(hydroxymethyl)piperidin-1-yl)methyl)piperidin-1-yl)ethanone C1(=CC=CC=C1)CC(=O)N1CCC(CC1)CN1[C@H]([C@H]([C@@H]([C@H](C1)O)O)O)CO